tert-butyl N-[(1S)-1-(methoxymethyl)-3-oxo-3-[4-[5-(trifluoromethyl) pyrimidin-2-yl]piperazin-1-yl]propyl]-N-methyl-carbamate COC[C@H](CC(N1CCN(CC1)C1=NC=C(C=N1)C(F)(F)F)=O)N(C(OC(C)(C)C)=O)C